C(C)(C)(C)OC(=O)N1CCN(CC1)C1=CC=C(C=C1)C(=O)OC 4-(4-methoxycarbonylphenyl)piperazine-1-carboxylic acid tert-butyl ester